ClC1=CC2=C(SC(=C2)C(=O)Cl)C=C1OC 5-chloro-6-methoxybenzo[b]Thiophene-2-carbonyl chloride